N1CC[C@@H](CCC1)CNC1=NN(C(=C1)C1=CC(=C(C#N)C=C1)F)C1=CC=C(C=C1)N1CCN(CC1)CCO (R)-4-(3-((azepan-4-ylmethyl)amino)-1-(4-(4-(2-hydroxyethyl)piperazin-1-yl)phenyl)-1H-pyrazol-5-yl)-2-fluorobenzonitrile